ClC1=C(C(=O)Cl)C=C(C(=C1)F)OC 2-Chloro-4-fluoro-5-methoxybenzoyl chloride